ClC1=C(C(=CC(=C1)[N+](=O)[O-])Cl)N1N=C(C=C1)C=1C=CC(=C(C#N)C1)C 5-[1-(2,6-dichloro-4-nitrophenyl)-1H-pyrazol-3-yl]-2-methyl-benzonitrile